dimethylanilinium tetrakis(2,6-ditrifluoromethylphenyl)borate FC(C1=C(C(=CC=C1)C(F)(F)F)[B-](C1=C(C=CC=C1C(F)(F)F)C(F)(F)F)(C1=C(C=CC=C1C(F)(F)F)C(F)(F)F)C1=C(C=CC=C1C(F)(F)F)C(F)(F)F)(F)F.C[NH+](C1=CC=CC=C1)C